(S)-6-Fluoro-N-methyl-5-(1-((2-methyl-3-oxo-3,4,5,6,7,8-hexahydroquinoxalin-6-yl)methyl)piperidin-4-yl)picolinamide FC1=C(C=CC(=N1)C(=O)NC)C1CCN(CC1)C[C@@H]1CC=2NC(C(=NC2CC1)C)=O